C(#N)C1=CC(=NC=C1)N1C=C(C2=C1N=CN=C2N2C[C@H](N(C[C@@H]2C)C(=O)OC(C([2H])([2H])[2H])(C([2H])([2H])[2H])C([2H])([2H])[2H])C)C(F)F 2-(methyl-d3)propan-2-yl-1,1,1,3,3,3-d6 (2R,5S)-4-(7-(4-cyanopyridin-2-yl)-5-(difluoromethyl)-7H-pyrrolo[2,3-d]pyrimidin-4-yl)-2,5-dimethylpiperazine-1-carboxylate